1,2-Bis(methyldichloro-silyl)ethan C[Si](CC[Si](Cl)(Cl)C)(Cl)Cl